[N+](=[N-])=CC(CC[C@@H](C(=O)OC(C)C)NC([C@H](CC)SC)=O)=O isopropyl (S)-6-diazo-2-((S)-2-(methylthio)butanamido)-5-oxohexanoate